FC1=CC(=C(OC2N(C=C(C=C2)C(F)(F)F)C2=CC(=CC=C2)S(=O)(=N)C)C=C1)C 2-(4-fluoro-2-methylphenoxy)-N-[3-(methylsulfonimidoyl)phenyl]-5-(trifluoromethyl)-pyridine